NC(NC(=O)OC)=NC1=NC=C(C(=O)N(CC2=NC=C(C=C2)C(F)(F)F)C(C)C2=NC=CC=N2)C=C1 6-((amino(methoxycarbonylamino)methylene)amino)-N-(1-(pyrimidin-2-yl)ethyl)-N-((5-(trifluoromethyl)pyridin-2-yl)methyl)nicotinamide